4-methyl-3-oxo-3,4-dihydro-2H-1λ6-benzo[2,1-e][1,2,4]thiadiazine-1,1-dione CN1C(NS(C2=C1C=CC=C2)(=O)=O)=O